N-(3-(5-(3,4-dimethoxyphenyl)-1H-pyrrolo[2,3-b]pyridine-3-carbonyl)-2,4-difluorophenyl)propane-1-sulfonamide COC=1C=C(C=CC1OC)C=1C=C2C(=NC1)NC=C2C(=O)C=2C(=C(C=CC2F)NS(=O)(=O)CCC)F